CN1N=NC(=C1C1=CC=2N(C=3C=C(C=CC3C2N=C1)CC(C)O)C(CC1CCOCC1)C1=CC=CC=C1)C (3-(1,4-dimethyl-1H-1,2,3-triazol-5-yl)-5-(1-phenyl-2-(tetrahydro-2H-pyran-4-yl)ethyl)-5H-pyrido[3,2-b]indol-7-yl)propan-2-ol